(2-chloro-3-(methoxymethoxy)pyridin-4-yl)methanol ClC1=NC=CC(=C1OCOC)CO